C1(CCCCC1)(C1=CC(=C(C(=C1)CO)O)C)C1=CC(=C(C(=C1)CO)O)C 4,4'-cyclohexylidenebis(2-methyl-6-hydroxymethylphenol)